O[C@@H](C)C=1C=C(C=CC1)C=1N=C(C2=C(N1)C=C(S2)CN(C2=NC=C(C=N2)C(=O)OCC)C)N2CCOCC2 (S)-Ethyl 2-(((2-(3-(1-hydroxyethyl)phenyl)-4-morpholinothieno[3,2-d]pyrimidin-6-yl)methyl)(methyl)amino)pyrimidine-5-carboxylate